FC1=C(C=C(C=C1)NC(C=C)=O)NC1=NC(=NC=C1C1=CC=C(C=C1)C(F)(F)F)NC=1C=NN(C1)C([2H])([2H])[2H] N-{4-fluoro-3-[(2-{[1-(2H3)methyl-1H-pyrazol-4-yl]amino}-5-[4-(trifluoromethyl)phenyl]pyrimidin-4-yl)amino]phenyl}prop-2-enamide